(R)-2-(3-fluoro-5-(2-fluoropropan-2-yl)-2-methoxyphenyl)-2-((R)-3-((5-(5,6,7,8-tetrahydro-1,8-naphthyridin-2-yl)pentyl)oxy)pyrrolidin-1-yl)acetic acid FC=1C(=C(C=C(C1)C(C)(C)F)[C@H](C(=O)O)N1C[C@@H](CC1)OCCCCCC1=NC=2NCCCC2C=C1)OC